FC1(C(C1C1=NN=NN1)C(=O)NC=1C=CC(=NC1C)C1=C(C(=NO1)C)NC(O[C@H](C)C1=C(C=CC=C1)Cl)=O)F (R)-1-(2-chlorophenyl)ethyl (5-(5-(2,2-difluoro-3-(1H-tetrazol-5-yl)cyclopropane-1-carboxamido)-6-methylpyridin-2-yl)-3-methylisoxazol-4-yl)carbamate